3-(7-cyclopropyl-2-(ethylthio)pyrazolo[1,5-a]pyrimidin-3-yl)-1-methyl-6-(2,2,3,3,3-pentafluoropropoxy)pyridin-2(1H)-one C1(CC1)C1=CC=NC=2N1N=C(C2C=2C(N(C(=CC2)OCC(C(F)(F)F)(F)F)C)=O)SCC